ClC=1C(=C(NC=2C3=C(N=CN2)C=NC(=C3)N3CN(CCC3)C(C=C)=O)C=CC1)F 1-[3-[4-(3-chloro-2-fluoro-anilino)pyrido[3,4-d]pyrimidin-6-yl]hexahydropyrimidin-1-yl]prop-2-en-1-one